N=1NC=C2C1C1CCCC(C2)N1 4,5,6,7,8,9-hexahydro-2H-5,9-epiminocycloocta[c]pyrazole